C(C1=CC=CC=C1)(C1=CC=CC=C1)(C1=CC=CC=C1)SCCC(=O)N 3-tritylmercaptopropionamide